C(C1=CC=CC=C1)OC(N[C@@H]1[C@@H](CN(CC1)S(=O)(=O)C)C)=O ((3R,4S)-3-methyl-1-(methylsulfonyl)piperidin-4-yl)carbamic acid benzyl ester